palmitoyl-dl-carnitine chloride CCCCCCCCCCCCCCCC(=O)OC(CC(=O)O)C[N+](C)(C)C.[Cl-]